NCC1S(CC1)(=O)=O (aminomethyl)thietane 1,1-dioxide